CC1(CN(CC1)C1=NC2=C(C=C(C=C2C(N1C)=O)C)[C@H](C)NC1=C(C(=O)O)C=CC=C1)C (S)-2-((1-(2-(3,3-dimethylpyrrolidin-1-yl)-3,6-dimethyl-4-oxo-3,4-dihydroquinazolin-8-yl)ethyl)amino)benzoic acid